2,2-difluoro-1-(trifluoromethyl)cyclopropane FC1(C(C1)C(F)(F)F)F